C(C)NC(NC1=NNC(=C1)CN1CCN(CC1)C=1C=CC(=NC1C)C(=O)NC)=O 5-(4-((3-(3-ethylureido)-1H-pyrazol-5-yl)methyl)piperazin-1-yl)-N,6-dimethylpicolinamide